1-(2,4-Difluoro-phenyl)-3b,4,4a,5-tetrahydro-1H-cyclopropa[3,4]cyclopenta[1,2-c]pyrazole-3-carboxylic acid (1-phenyl-cyclopropyl)-amide C1(=CC=CC=C1)C1(CC1)NC(=O)C=1C2=C(N(N1)C1=C(C=C(C=C1)F)F)CC1C2C1